tert-butyl N-[4-chloro-3-[[3-methyl-5-[2-(4-pyridyl)ethynyl]-2-pyridyl]carbamoyl]phenyl]carbamate ClC1=C(C=C(C=C1)NC(OC(C)(C)C)=O)C(NC1=NC=C(C=C1C)C#CC1=CC=NC=C1)=O